CN(C1CN(CC12COC2)C(=O)OC(C)(C)C)C tert-Butyl 8-(dimethylamino)-2-oxa-6-azaspiro[3.4]octane-6-carboxylate